(2R,3S)-N-[(2S,3R,4R,5R,6S)-4,5-dihydroxy-2-methyl-6-(5H-pyrrolo[3,2-d]pyrimidin-4-ylamino)tetrahydropyran-3-yl]-3-hydroxy-pyrrolidine-2-carboxamide O[C@@H]1[C@H]([C@@H](O[C@@H]([C@@H]1O)NC=1C2=C(N=CN1)C=CN2)C)NC(=O)[C@@H]2NCC[C@@H]2O